3-(3-fluoro-4-methoxyphenyl)-3-(6-(2-(5,6,7,8-tetrahydro-1,8-naphthyridin-2-yl)ethyl)-2-azaspiro[3.3]Hept-2-yl)propionic acid tert-butyl ester C(C)(C)(C)OC(CC(N1CC2(C1)CC(C2)CCC2=NC=1NCCCC1C=C2)C2=CC(=C(C=C2)OC)F)=O